OCC1(CC1)CNC=1C=C(C(=O)OC)C=CC1[N+](=O)[O-] Methyl 3-(((1-(hydroxymethyl) cyclopropyl) methyl) amino)-4-nitrobenzoate